C(C)C1=CC=C(C=C1)C1=C(C=2C(=CC3=C4C=CC=CC4=C(C=C3C2C=C1)N)N)C1=CC=C(C=C1)CC bis(4-ethylphenyl)chrysene-6,12-diamine